C(C)N1N=C(C(=C1)C1=C(C=CC=C1)[C@H]1C2=C(CN(C1)C(=O)C=1CN(CCC1)C)SC(=C2)C#N)C(F)(F)F (S)-4-(2-(1-Ethyl-3-(trifluoromethyl)-1H-pyrazol-4-yl)phenyl)-6-(1-methyl-1,2,5,6-tetrahydropyridine-3-carbonyl)-4,5,6,7-tetrahydrothieno[2,3-c]pyridine-2-carbonitrile